4-(2-azidopropan-2-yl)-6-chloro-1-(((2S,3R)-2-methylazetidin-3-yl)oxy)-2,7-naphthyridine N(=[N+]=[N-])C(C)(C)C1=CN=C(C2=CN=C(C=C12)Cl)O[C@H]1[C@@H](NC1)C